C(C1=CC=CC=C1)NP(=O)(N(C(C)C)C(C)C)NCC1=CC=CC=C1 dibenzyl-N,N-diisopropylphosphoramide